(R)-1-(2,4-difluorobenzyl)-3-(3-fluoro-4-(2,2,2-trifluoroethoxy)benzyl)-1-((1-methylpyrrolidin-3-yl)methyl)urea FC1=C(CN(C(=O)NCC2=CC(=C(C=C2)OCC(F)(F)F)F)C[C@H]2CN(CC2)C)C=CC(=C1)F